C(C)C(C(=O)O)CCCC.C(CCCCC)(=O)OCC Ethyl caproate (ethyl caproate)